N-acetyl-L-isoleucine methyl ester COC([C@@H](NC(C)=O)[C@@H](C)CC)=O